FC1=CC=C(C(=C1[C@H]([C@@H](C=1OC(NN1)=O)NS(=O)(=O)N1CC(CCC1)(C)C)C)C)C N-((1S,2R)-2-(6-fluoro-2,3-dimethylphenyl)-1-(5-oxo-4,5-dihydro-1,3,4-oxadiazol-2-yl)propyl)-3,3-dimethyl-piperidine-1-sulfonamide